(S)-2-(6-(2-(2-fluoro-5-(trifluoromethoxy)benzyl)-2H-tetrazol-5-yl)pyridin-2-yl)-2-hydroxypropane-1-sulfonamide FC1=C(CN2N=C(N=N2)C2=CC=CC(=N2)[C@](CS(=O)(=O)N)(C)O)C=C(C=C1)OC(F)(F)F